N-(2-bromo-4-(perfluoropropane-2-yl)-6-(trifluoromethyl)phenyl)-2-fluoro-3-(((4-fluorobenzoyl)oxy)(6-trifluoromethyl-Pyridine-3-carbonyl)amino)benzamide BrC1=C(C(=CC(=C1)C(C(F)(F)F)(C(F)(F)F)F)C(F)(F)F)NC(C1=C(C(=CC=C1)N(C(=O)C=1C=NC(=CC1)C(F)(F)F)OC(C1=CC=C(C=C1)F)=O)F)=O